6-chloro-N-[(3R)-1-ethyl-3-piperidinyl]-5-methyl-1,2,4-triazin-3-amine ClC1=C(N=C(N=N1)N[C@H]1CN(CCC1)CC)C